C(C)(C)(C)OC(=O)C1CCN(CC1)S(=O)(=O)C(C)(C)C(=O)OC 1-(2-Methoxycarbonyl-propane-2-sulfonyl)-piperidine-4-carboxylic Acid Tert-butyl Ester